CC1OCCC1 2-methyltetrahydrofurane